3-[4-[1-(trifluoromethyl)cyclopropyl]phenyl]azetidin FC(C1(CC1)C1=CC=C(C=C1)C1CNC1)(F)F